(R)-2-amino-2-(1-(4-bromo-3-fluorophenyl)cyclopropyl)acetic acid N[C@@H](C(=O)O)C1(CC1)C1=CC(=C(C=C1)Br)F